tert-butyl 2-((6-(cyclopropylethynyl)pyridin-2-yl)methyl)-3-oxopyrrolidine-1-carboxylate C1(CC1)C#CC1=CC=CC(=N1)CC1N(CCC1=O)C(=O)OC(C)(C)C